(R)-N4-(1-(3-amino-5-(trifluoromethyl)phenyl)ethyl)-N2,N2-dimethyl-6-morpholinopyrido[3,4-d]pyrimidine-2,4-diamine NC=1C=C(C=C(C1)C(F)(F)F)[C@@H](C)NC=1C2=C(N=C(N1)N(C)C)C=NC(=C2)N2CCOCC2